ClC=1C=CC2=C(CCC=3C(=NC=CC3)C2=C2CCNCC2)C1 8-chloro-11-(piperidin-4-ylidene)-6,11-dihydro-5H-benzo-[5,6]cyclohepta[1,2-b]pyridine